NC(C([C@H](CC1=CC=CC=C1)NC(=O)C1=CC(=NN1C=1SC2=C(N1)C(=CC=C2)C)C)=O)=O (S)-N-(4-AMINO-3,4-DIOXO-1-PHENYLBUTAN-2-YL)-3-METHYL-1-(4-METHYLBENZO[D]THIAZOL-2-YL)-1H-PYRAZOLE-5-CARBOXAMIDE